C(C)(C)C=1C2=CC(=C(C(=C2C=C(C1)O)O)C=1C(=C2C=C(C=C(C2=CC1C)C(C)C)O)O)C 5,5'-diisopropyl-3,3'-dimethyl-[2,2'-binaphthalene]-1,1',7,7'-tetraol